tert-butyl (1R,5S)-3-(8-fluoro-2-((2-fluorotetrahydro-1H-pyrrolizin-7a(5H)-yl)methoxy)-7-(2-isobutylphenyl)pyrido[4,3-d]pyrimidin-4-yl)-3,8-diazabicyclo[3.2.1]octane-8-carboxylate FC1=C(N=CC2=C1N=C(N=C2N2C[C@H]1CC[C@@H](C2)N1C(=O)OC(C)(C)C)OCC12CCCN2CC(C1)F)C1=C(C=CC=C1)CC(C)C